Cl.C(#N)C1=CC=C(S1)CNC([C@H](C)NC(=O)[C@@H]1NCC[C@@H](C1)C1=CC=CC=C1)=O (2R,4S)-N-((S)-1-(((5-cyanothiophen-2-yl)methyl)amino)-1-oxopropan-2-yl)-4-phenylpiperidine-2-carboxamide hydrochloride